methoxy-2-(2-methoxyethoxy)ethane COCCOCCOC